ClC1=CC=C(C=C1)C1N(C(C12CCCC2)=O)CC2CCN(CC2)C=2C=CC(=C(OC=1C=C3C=CN(C3=CC1)C(=O)OC(C)(C)C)C2)C(=O)OCC tert-butyl 5-[5-(4-{[1-(4-chlorophenyl)-3-oxo-2-azaspiro[3.4]oct-2-yl]methyl}piperidin-1-yl)-2-(ethoxycarbonyl)phenoxy]-1H-indole-1-carboxylate